3-carboxy-2-hydroxy-propane-phosphonic acid C(=O)(O)CC(CP(O)(=O)O)O